3-chloro-6-oxo-5-(pyrimidin-4-ylamino)-1,6-dihydropyridine-2-carboxylate ClC1=C(NC(C(=C1)NC1=NC=NC=C1)=O)C(=O)[O-]